ClC1=CC(=C(COC2=CC=CC(=N2)C2CCN(CC2)CC2=NC3=C(N2C)C=C(C=C3OC3CC3)C(=O)O)C=C1)F 2-((4-(6-((4-Chloro-2-fluorobenzyl)oxy)pyridin-2-yl)piperidin-1-yl)methyl)-4-cyclopropoxy-1-methyl-1H-benzo[d]imidazole-6-carboxylic acid